C1(CCCC1)C1=CC(=NN1)NC=1C=2N(C=C(N1)C)N=CC2 N-(5-cyclopentyl-1H-pyrazol-3-yl)-6-methylpyrazolo[1,5-a]pyrazin-4-amine